C(C)(C)(C)OC(=O)N1CCC(CC1)(O)C#CC1=CCCCC1 4-(cyclohex-1-en-1-ylethynyl)-4-hydroxypiperidine-1-carboxylic acid tert-butyl ester